COC1=C(C=C2C(=C1)C(=NC(=N2)N3CCN(CC3)C(=O)C4CCCO4)N)OC The molecule is a member of quinazolines, a member of piperazines, a member of furans and a primary amino compound. It has a role as an antineoplastic agent, an antihypertensive agent and an alpha-adrenergic antagonist.